(6-(3-((R)-1-(2,4-dichlorophenyl)ethyl)-3H-[1,2,3]triazolo[4,5-d]pyrimidin-5-yl)-2,6-diazaspiro[3.3]heptan-2-yl)((R)-piperidin-2-yl)methanone ClC1=C(C=CC(=C1)Cl)[C@@H](C)N1N=NC2=C1N=C(N=C2)N2CC1(CN(C1)C(=O)[C@@H]1NCCCC1)C2